1,7a-dihydro-4H-cyclopenta[d]pyrimidin-4-one N1C=NC(C=2C1C=CC2)=O